4,4'-methylenebis[N,N-diglycidylaniline] C(C1=CC=C(N(CC2CO2)CC2CO2)C=C1)C1=CC=C(N(CC2CO2)CC2CO2)C=C1